FC(C=1C(=C(C=CC1)C(C)=N[S@](=O)C(C)(C)C)F)F (R)-N-{1-[3-(difluoromethyl)-2-fluorophenyl]ethylidene}-2-methylpropane-2-sulfinamide